ClC1=C(C=CC(=C1)F)[C@H]1N(CCCC1)C=1C(=NC=CN1)C(=O)N[C@H](C)\C=C\S(=O)(=O)C ((S)-2-(2-Chloro-4-fluorophenyl)piperidin-1-yl)-N-((R,E)-4-(methylsulfonyl)but-3-en-2-yl)pyrazine-2-carboxamide